NC1=C(C=C(C=N1)NC(C(=O)N1[C@H](CC([C@@H](C1)C)(F)F)C1=CC(=C(C=C1)F)F)=O)CC N-(6-amino-5-ethyl-3-pyridyl)-2-[(2R,5R)-2-(3,4-difluorophenyl)-4,4-difluoro-5-methyl-1-piperidyl]-2-oxo-acetamide